N(=C=O)C1=C(C(=C(C=C1)P(C1=CC=CC=C1)C1=CC=CC=C1)N=C=O)N=C=O triisocyanatotriphenylphosphine